C1N(CC2=CC=CC=C12)C(CSC1=CC=C(S1)C#N)=O 5-{[2-(1,3-dihydro-2H-isoindol-2-yl)-2-oxoethyl]sulfanyl}thiophene-2-carbonitrile